FC1=C(C=C(C=C1)NC(=O)[C@@H]1[C@@H]([C@H]2CC[C@@H]1C2)NC(=O)C2=C(C=CC=1N=C(SC12)OCC(=O)OC)OC)C(F)(F)F Methyl 2-((7-(((1S,2R,3S,4R)-3-((4-fluoro-3-(trifluoromethyl)phenyl)carbamoyl)bicyclo[2.2.1]heptan-2-yl)carbamoyl)-6-methoxybenzo[d]thiazol-2-yl)oxy)acetate